1-(5-((4-((4,4-difluorocyclohexyl)methyl)piperazin-1-yl)methyl)pyrazolo[1,5-a]pyridin-3-yl)dihydropyrimidine-2,4(1H,3H)-dione FC1(CCC(CC1)CN1CCN(CC1)CC1=CC=2N(C=C1)N=CC2N2C(NC(CC2)=O)=O)F